ClC1=C(C(=O)N[C@H](C(=O)OCC2=CC=CC=C2)CNC(=O)N[C@@H]2CCC3=CC=CC=C23)C(=CC(=C1)C(NCC1=CC(=CC=C1)O)=O)Cl (S)-benzyl 2-(2,6-dichloro-4-(3-hydroxybenzylcarbamoyl)benzamido)-3-(3-((R)-2,3-dihydro-1H-inden-1-yl)ureido)propanoate